C(#N)C=1C=NN2C1C(=CC(=C2)C=2C=NN(C2C)C2CCN(CC2)C#N)O[C@H](C)C2=NC=CC=C2F 4-(4-[3-Cyano-4-[(1R)-1-(3-fluoropyridin-2-yl)ethoxy]pyrazolo[1,5-a]pyridin-6-yl]-5-methylpyrazol-1-yl)piperidine-1-carbonitrile